O1[C@H](COCC1)CN1N=CC(=C1C(=O)NC1=NC=C(C=C1C)C#CC=1SC=CC1)Cl (S)-1-((1,4-dioxan-2-yl)methyl)-4-chloro-N-(3-methyl-5-(thiophen-2-ylethynyl)pyridin-2-yl)-1H-pyrazole-5-carboxamide